O=C1CCNCCC2N1CCC2 6-oxodecahydro-pyrrolo[1,2-a][1,5]diazocin